C1(=CC=C(C=C1)CCC=1C(=C(SC1C)C)C(=O)NC1CC2(CCC2)C1)C1=CC=CC=C1 6-(4-(2-([1,1'-biphenyl]-4-yl)ethyl)-2,5-dimethylthiophene-3-carboxamido)spiro[3.3]heptane